2-Chloro-6-(5-chlorothiophen-2-ylmethylamino)-9-(tetrahydrofuran-2-yl)purin ClC1=NC(=C2N=CN(C2=N1)C1OCCC1)NCC=1SC(=CC1)Cl